(3R)-4-(7-(4-(difluoromethyl)-4H-1,2,4-triazol-3-yl)-3-(3-methyl-1-(tetrahydro-2H-pyran-2-yl)-1H-pyrazol-5-yl)isothiazolo[4,5-b]pyridin-5-yl)-3-methylmorpholine FC(N1C(=NN=C1)C1=C2C(=NC(=C1)N1[C@@H](COCC1)C)C(=NS2)C2=CC(=NN2C2OCCCC2)C)F